2,4,6-trimethylphenyl isothiocyanate CC1=C(C(=CC(=C1)C)C)N=C=S